N-cyclopentyl-2,6-dihydroxy-3'-methyl-4-pentyl-[1,1'-biphenyl]-3-carboxamide C1(CCCC1)NC(=O)C=1C(=C(C(=CC1CCCCC)O)C1=CC(=CC=C1)C)O